6-chloropyrazine ClC1=CN=CC=N1